methyl 4-cyclopropoxy-2-[(1S,4S,5R)-5-[[4-cyclopropyl-1-(2,6-dichlorophenyl)-1H-pyrazol-5-yl]methoxy]-2-azabicyclo[2.2.1]heptan-2-yl]-1,3-benzothiazole-6-carboxylate C1(CC1)OC1=CC(=CC2=C1N=C(S2)N2[C@@H]1C[C@H]([C@H](C2)C1)OCC1=C(C=NN1C1=C(C=CC=C1Cl)Cl)C1CC1)C(=O)OC